2-methoxy-5-methyl-3-(1-nitro-3-{[(CIS)-4-(3-fluorophenyl)cyclohexyl]oxy}propan-2-yl)pyridine COC1=NC=C(C=C1C(C[N+](=O)[O-])CO[C@@H]1CC[C@@H](CC1)C1=CC(=CC=C1)F)C